N-[1-(2,6-Difluorophenyl)-1H-pyrazol-3-yl]-2-(trifluoromethyl)benzamide FC1=C(C(=CC=C1)F)N1N=C(C=C1)NC(C1=C(C=CC=C1)C(F)(F)F)=O